4-([1,1'-biphenyl]-3-yl-d9)-9H-carbazole-1,2,3,5,6,7,8-d7 C=1(C(=C(C(=C(C1[2H])[2H])[2H])C1=C(C(=C(C=2NC3=C(C(=C(C(=C3C12)[2H])[2H])[2H])[2H])[2H])[2H])[2H])[2H])C1=C(C(=C(C(=C1[2H])[2H])[2H])[2H])[2H]